ClC1=CC=C(C=C1)[C@H]1CC[C@H]2N(CCN(C2)C(=O)C2=C(C(=CC=C2)C)Cl)C1 [(7R,9aR)-7-(4-chlorophenyl)-1,3,4,6,7,8,9,9a-octahydropyrido[1,2-a]pyrazin-2-yl]-(2-chloro-3-methylphenyl)methanone